5-bromo-7-fluoro-1H-indazole-3-carboxylic acid BrC=1C=C2C(=NNC2=C(C1)F)C(=O)O